N1(C=NC=C1)CC1=CC=C(CNC(=O)NCC2=CC=C(C=C2)CN2C=NC=C2)C=C1 1,3-bis[4-(1H-imidazol-1-yl)methylbenzyl]Urea